(ditetradecylamino)(dimethyl)vinylsilane C(CCCCCCCCCCCCC)N(CCCCCCCCCCCCCC)[SiH2]C=C(C)C